Pentachlorophenyl cinnamate C(C=CC1=CC=CC=C1)(=O)OC1=C(C(=C(C(=C1Cl)Cl)Cl)Cl)Cl